BrC1=C(N(C=2CCCCC12)CC1=CC(=CC=C1)C(F)(F)F)C(=O)NC=1C(=C(C(=O)O)C=CC1)CC 3-bromo-1-(3-(Trifluoromethyl)benzyl)-4,5,6,7-tetrahydro-1H-indole-2-carboxamido(ethyl)benzoic acid